N-(3-(propylsulfanyl)-[1,2,4]triazolo[4,3-a]pyridin-6-yl)-2-nitro-4-(trifluoromethyl)benzamide C(CC)SC1=NN=C2N1C=C(C=C2)NC(C2=C(C=C(C=C2)C(F)(F)F)[N+](=O)[O-])=O